CC(CC)N1CC(C1)C(=O)N butan-2-yl-azetidine-3-carboxamide